4-pentylnonyl 8-[2-[[(E)-4-oxo-4-[2-[[8-oxo-8-(4-pentylnonoxy)octyl]-(6-oxo-6-undecoxy-hexyl)amino]ethyl amino]but-2-enoyl]amino]ethyl-(6-oxo-6-undecoxy-hexyl)amino]octanoate O=C(/C=C/C(=O)NCCN(CCCCCCCC(=O)OCCCC(CCCCC)CCCCC)CCCCCC(OCCCCCCCCCCC)=O)NCCN(CCCCCC(OCCCCCCCCCCC)=O)CCCCCCCC(OCCCC(CCCCC)CCCCC)=O